gadolinium gadoleate C(CCCCCCC\C=C/CCCCCCCCCC)(=O)[O-].[Gd+3].C(CCCCCCC\C=C/CCCCCCCCCC)(=O)[O-].C(CCCCCCC\C=C/CCCCCCCCCC)(=O)[O-]